N(=[N+]=[N-])[C@H]1[C@@H](O[C@@H]([C@H]1O)CO)N1C(=O)NC(=O)C=C1 2'-Azidodeoxyuridine